C1[C@H]([C@H]([C@H](O[C@@]1(C(=O)[O-])OP(=O)([O-])OC[C@@H]2[C@H]([C@H]([C@@H](O2)N3C=CC(=NC3=O)N)O)O)[C@@H](CO)O)O)O The molecule is a nucleotide-sugar oxoanion arising from deprotonation of the carboxylic acid and phosphate functions of CMP-3-deoxy-beta-D-manno-octulosonic acid; major species at pH 7.3. It is a conjugate base of a CMP-3-deoxy-beta-D-manno-octulosonic acid.